The molecule is a member of the class of phenanthridines that is phenanthridine with an oxo substituent at position 6. A poly(ADP-ribose) polymerase (PARP) inhibitor, it has been shown to exhibit immunosuppressive activity. It has a role as a mutagen, an immunosuppressive agent and an EC 2.4.2.30 (NAD(+) ADP-ribosyltransferase) inhibitor. It is a lactam and a member of phenanthridines. C1=CC=C2C(=C1)C3=CC=CC=C3NC2=O